4-[[(1R)-1-[3-(difluoromethyl)-2-fluoro-phenyl]ethyl]amino]-6-(3-hydroxy-1-methyl-4-piperidyl)-2,8-dimethyl-pyrido[2,3-d]pyrimidin-7-one FC(C=1C(=C(C=CC1)[C@@H](C)NC=1C2=C(N=C(N1)C)N(C(C(=C2)C2C(CN(CC2)C)O)=O)C)F)F